C(C)(C)(C)OC(=O)N1C(OC[C@H]1CCC=O)(C)C (R)-2,2-dimethyl-4-(3-oxopropyl)oxazolidine-3-carboxylic acid tert-butyl ester